FC(CCSC=1N=C(SC1C(=O)NCC1=CC=C(C=C1)F)C)(C1=CC=C(C=C1)F)F [[3,3-Difluoro-3-(4-fluorophenyl)-propyl]sulfanyl]-N-[(4-fluorophenyl)-methyl]-2-methyl-thiazole-5-carboxylic acid amide